amino-α-iminoacetic acid NC(C(=O)O)=N